(R)-N4-(1-cyclopropylethyl)-N2-(2-fluorobenzyl)quinazoline-2,4-diamine C1(CC1)[C@@H](C)NC1=NC(=NC2=CC=CC=C12)NCC1=C(C=CC=C1)F